N-(4-(7-ethoxy-1,3,4,5-tetrahydro-2H-benzo[c]azepin-2-yl)-2,6-dimethylphenyl)-3,3-dimethylbutyramide C(C)OC1=CC2=C(CN(CCC2)C2=CC(=C(C(=C2)C)NC(CC(C)(C)C)=O)C)C=C1